(1S,2R)-2-[(6-{[(1S,2R)-1-Ammonio-2,3-dihydro-1H-inden-2-yl]oxy}hexa-2,4-diyn-1-yl)oxy]-2,3-dihydro-1H-inden [NH3+][C@@H]1[C@@H](CC2=CC=CC=C12)OCC#CC#CCOC1CC2=CC=CC=C2C1